3-iodo-1-(4-meth-oxybenzyl)-1,4,6,7-tetrahydropyrano-[4,3-c]pyrazole IC=1C2=C(N(N1)CC1=CC=C(C=C1)OC)CCOC2